ClC=1C(NN=CC1NCC1COCCC1)=O 4-chloro-5-(((tetrahydro-2H-pyran-3-yl)methyl)amino)pyridazin-3(2H)-one